CC(CCN1C=NC2=CC=CC(=C2C1=O)NC(OC(C)(C)C)=O)(C)C tert-butyl (3-(3,3-dimethylbutyl)-4-oxo-3,4-dihydro quinazolin-5-yl)carbamate